OCCCOC[C@H](C)NC1=C(C(N(N=C1)CC1=CC=C(C=C1)OC)=O)C(F)(F)F (S)-5-((1-(3-hydroxypropoxy)propan-2-yl)amino)-2-(4-methoxybenzyl)-4-(trifluoromethyl)pyridazin-3(2H)-one